O=C1NC(CC[C@H]1C=1C=C(OCC(=O)N2CCC(CC2)CN2CCC(CC2)C2=CC=C(C=C2)NC2=C3N=CN(C3=NC=N2)C2CC(C2)NC(CC2=CC=CC=C2)=O)C=CC1)=O N-((1s,3s)-3-(6-((4-(1-((1-(2-(3-(2,6-dioxopiperidin-3-yl)phenoxy)acetyl)piperidin-4-yl)methyl)piperidin-4-yl)phenyl)amino)-9H-purin-9-yl)cyclobutyl)-2-phenylacetamide